C(C)(C)C1=C(C(=CC=C1)C(C)C)P(C1=C(C=CC=C1C(C)C)C(C)C)C1=C(C=CC=C1C(C)C)C(C)C tri(2,6-diisopropylphenyl)phosphine